[OH-].[Nb+5].[OH-].[OH-].[OH-].[OH-] Niobium(V) hydroxide